FC(CNC1=CC=C2C=CC(NC2=N1)=O)(F)F 7-((2,2,2-Trifluoroethyl)amino)-1,8-naphthyridin-2(1H)-one